labda-7,13(16),14-triene CC1=CC[C@@H]2[C@@]([C@H]1CCC(=C)C=C)(CCCC2(C)C)C